methyl 5-(2-((tert-butyldimethylsilyl)oxy)ethoxy)-6-chloro-4-(3-(2,2,2-trichloroacetyl)ureido)nicotinate [Si](C)(C)(C(C)(C)C)OCCOC=1C(=NC=C(C(=O)OC)C1NC(=O)NC(C(Cl)(Cl)Cl)=O)Cl